tributylamine trihydrofluoric acid salt F.F.F.C(CCC)N(CCCC)CCCC